diadamantanediol diacrylate C(C=C)(=O)O.C(C=C)(=O)O.C12(C(C3CC(CC(C1)C3)C2)O)O.C23(C(C1CC(CC(C2)C1)C3)O)O